NC1CCN(CC1)C1=C(C=NC2=CC=C(C=C12)C=1C(=NC=C(C1)F)NC(=O)NOC)C1=CC(=CC(=C1)C)F 1-{3-[4-(4-aminopiperidin-1-yl)-3-(3-fluoro-5-methylphenyl)quinolin-6-yl]-5-fluoropyridin-2-yl}-3-methoxyurea